O1C(=NC2=C1C=CC=C2)C2=CC=C(C1=CC=CC=C21)C=2OC1=C(N2)C=CC=C1 1,4-bis(2-benzooxazolyl)naphthalene